C(C)(C)(C)OC(=O)N1[C@@H]2CN([C@H](C1)C2)C=2C=CC=1N=CN=C(C1N2)NC2=C(C(=C(C=C2)CC(C)(F)F)Cl)F.NCCCN2C=CC=C2 1-(3-aminopropyl)pyrrole tert-butyl-(1S,4S)-5-(4-((3-chloro-4-(2,2-difluoropropyl)-2-fluorophenyl)amino)pyrido[3,2-d]pyrimidin-6-yl)-2,5-diazabicyclo[2.2.1]heptane-2-carboxylate